C1(NC=CC2=CC=CC=C12)C(=O)[O-] Isoquinoline-1(2H)-carboxylate